1-(2-(2-(2-hydroxybenzyl)-1,2,3,4-tetrahydroisoquinolin-5-yloxy)pyridine-3-yl)-3-(4-(trifluoromethoxy)phenyl)urea OC1=C(CN2CC3=CC=CC(=C3CC2)OC2=NC=CC=C2NC(=O)NC2=CC=C(C=C2)OC(F)(F)F)C=CC=C1